2,5-bis(hydroxymethyl)pyrrolidine-1-carboxylic acid tert-butyl ester C(C)(C)(C)OC(=O)N1C(CCC1CO)CO